N1(N=CC=C1)C1=CN=CC(=N1)N1CCC(CC1)=O (6-(1H-pyrazol-1-yl)pyrazin-2-yl)piperidin-4-one